tert-butyl 3-oxoazocane-1-carboxylate O=C1CN(CCCCC1)C(=O)OC(C)(C)C